NC(C(=O)O)(C)N di-aminopropionic acid